(4-chlorophenyl)-6-(4-(4-nitrophenyl)piperazin-1-yl)-2-(pyridin-3-yl)pyrimidine ClC1=CC=C(C=C1)C1=NC(=NC(=C1)N1CCN(CC1)C1=CC=C(C=C1)[N+](=O)[O-])C=1C=NC=CC1